N1=CC=CC2=C1CCN(CC2)C(=O)OC(C)(C)C tert-butyl 5,6,8,9-tetrahydro-7H-pyrido[2,3-d]azepine-7-carboxylate